ClC1=CC=C(C=C1)NC=1C(C(C1NCCC1=CC(=CC=C1)C)=O)=O 3-[(4-Chlorophenyl)amino]-4-{[2-(3-methylphenyl)ethyl]amino}cyclobut-3-ene-1,2-dione